1H-pyrrolidone [N-]1C(CC=C1)=O